N-tert-amyl-1,1-dimethylallylamine CCC(C)(C)NC(C)(C)C=C